ethyl 6-bromo-4-hydroxy-1-isobutyl-2-oxo-1,2-dihydroquinoline-3-carboxylate BrC=1C=C2C(=C(C(N(C2=CC1)CC(C)C)=O)C(=O)OCC)O